4-methyl-N-[3-methyl-1-(2-methylpropyl)-1H-pyrazol-4-yl]-3-[2-(pyridin-3-yl)ethynyl]benzamide CC1=C(C=C(C(=O)NC=2C(=NN(C2)CC(C)C)C)C=C1)C#CC=1C=NC=CC1